6-bromo-benzofuran-2-carboxamide BrC1=CC2=C(C=C(O2)C(=O)N)C=C1